5-methyl-6-(3-pyrrolidin-1-yl-7,8-dihydro-5H-1,6-naphthyridin-6-yl)pyridine-3-carbonitrile CC=1C=C(C=NC1N1CC=2C=C(C=NC2CC1)N1CCCC1)C#N